2-(4-vinyl-phenyl)-4,4-dimethyl-2-Oxazoline C(=C)C1=CC=C(C=C1)C=1OCC(N1)(C)C